5-chloro-2-[4-cyclopropyl-7-[(3R)-3-piperidyl]pyrrolo[2,3-c]pyridazin-3-yl]phenol ClC=1C=CC(=C(C1)O)C1=C(C2=C(N=N1)N(C=C2)[C@H]2CNCCC2)C2CC2